C(C)(=O)NC=1C=C(C=CC1C(NC=1SC(=C(N1)C)[N+](=O)[O-])=O)NCCOCCOCCOCCOCCC(=O)OC(C)(C)C tert-butyl 1-((3-acetamido-4-((4-methyl-5-nitrothiazol-2-yl) carbamoyl) phenyl) amino)-3,6,9,12-tetraoxapentadecan-15-oate